C1(=CC=CC=C1)C=1C=C(C2=CC=CC=C2C1)C1=CC=C(C=C1)NC1=CC=C(C=C1)C1=CC=CC=C1 N-{4-(3-phenylnaphthalen-1-yl)phenyl}-[1,1'-biphenyl]-4-amine